6-fluoro-3-(1-methylpiperidin-3-yl)-1H-indole FC1=CC=C2C(=CNC2=C1)C1CN(CCC1)C